5-oxo-8-(3-(trifluoromethyl)phenyl)-1,2,3,5-tetrahydroimidazo[1,2-a]pyridine-3-carboxylic acid O=C1C=CC(=C2N1C(CN2)C(=O)O)C2=CC(=CC=C2)C(F)(F)F